C1(CC1)C1=CC(=NN1)NC1=NC(=NC=C1)N1CC2(C1)CC(C2)NC 2-(4-((5-cyclopropyl-1H-pyrazol-3-yl)amino)pyrimidin-2-yl)-N-methyl-2-azaspiro[3.3]heptan-6-amine